NCCOC1=CC=C(C=C1)NC=1N=CC2=C(N1)N(C(C(=C2)C2=C(C=CC=C2Cl)Cl)=O)C 2-((4-(2-Aminoethoxy)phenyl)amino)-6-(2,6-dichlorophenyl)-8-methylpyrido[2,3-d]pyrimidin-7(8H)-one